3-amino-1-((1s,3s)-3-(trifluoromethyl)cyclobutyl)-1H-pyrazole-5-carbonitrile NC1=NN(C(=C1)C#N)C1CC(C1)C(F)(F)F